N(C1=CC=CC=C1)C1=C(NC2=C1C(N(C=C2)C)=O)C2=CC(=NC=C2)NC(C(=C)C2=CC=C(C=C2)F)=O (2R)-N-[4-(3-anilino-5-methyl-4-oxo-4,5-dihydro-1H-pyrrolo[3,2-c]pyridin-2-yl)pyridin-2-yl]-2-(4-fluorophenyl)propenamide